C(C)OC([C@H](C)O)=O (S)-2-hydroxypropionic acid ethyl ester